3-(2-(3-(3,4-difluorophenyl)azetidin-1-yl)-2-oxoethyl)pyrrolidine-1-carbonitrile FC=1C=C(C=CC1F)C1CN(C1)C(CC1CN(CC1)C#N)=O